ISOQUINOLIN C1=NC=CC2=CC=CC=C12